3-(2-methylheptadecan-2-yl)-1,2,4-oxadiazol-5(4H)-one CC(C)(CCCCCCCCCCCCCCC)C1=NOC(N1)=O